2-[1-[3-bromo-1-(3-cyano-pyridin-6-yl)-1H-1,2,4-triazol-5-yl]ethyl]-1H-isoindole-1,3(2H)-dione BrC1=NN(C(=N1)C(C)N1C(C2=CC=CC=C2C1=O)=O)C1=CC=C(C=N1)C#N